BrC1=CC(=NC=C1)N1C=NC=C1 4-bromo-2-(1H-imidazol-1-yl)pyridine